N(=[N+]=[N-])CCCC(=O)O 4-azido-butane-1-oic acid